1-Isopropyl-N-((7-methyl-10H-phenoxazin-3-yl)methyl)piperidine-4-carboxamide C(C)(C)N1CCC(CC1)C(=O)NCC=1C=CC=2NC3=CC=C(C=C3OC2C1)C